C(C)OC(CCCC(=N)N)=O 5-amino-5-iminovaleric acid ethyl ester